(3S)-4-(2,2-dimethylpropanoyl)-N-hydroxy-3-(methoxymethyl)-3,5-dihydro-2H-1,4-benzoxazepine-8-carboximidamide CC(C(=O)N1[C@H](COC2=C(C1)C=CC(=C2)C(NO)=N)COC)(C)C